OC(=O)C(F)(F)F.COC1=C(C=C(C=C1)C(F)(F)F)C1=NN=C(O1)C(=O)N[C@H]1CN[C@@H](C1)COC 5-(2-methoxy-5-(trifluoromethyl)phenyl)-N-((3R,5S)-5-(methoxymethyl)pyrrolidin-3-yl)-1,3,4-oxadiazole-2-carboxamide TFA salt